CC(CCCC(C)=O)CCCCCCCC(CCCC)C 6,14-dimethyl-octadecane-2-one